2',5'-dimethyl-terphenyl-4,4'-dicarboxylic acid CC1(C(=CC(=C(C1)C(=O)O)C)C1=CC=C(C=C1)C(=O)O)C1=CC=CC=C1